C(C1=CC=CC=C1)OC1=CC=C(C=C1)C=1N=C(N(C1)C)I (4-(benzyloxy)phenyl)-2-iodo-1-methyl-1H-imidazole